OB1OCC2=C1C=CC(=C2)\C=N\N(C2=C1C(=NC=N2)N(N=C1)C)C N-[(E)-(1-Hydroxy-3H-2,1-benzoxaborol-5-yl)methylenamino]-N,1-dimethyl-pyrazolo[3,4-d]pyrimidin-4-amin